CC1=C(CC=2SC3=C(N2)CC[C@@]2([C@H]4CC[C@]5([C@H]([C@@H]4CCC23)CCC5=O)C)C)C=CC=C1 (5aR,5bS,7aS,10aS,10bR)-2-(2-methylbenzyl)-5a,7a-dimethyl-4,5,5a,5b,6,7,7a,9,10,10a,10b,11,12,12a-tetradecahydro-8H-cyclopenta[7,8]phenanthro[2,1-d]thiazol-8-one